(5S,8S)-N-(2-chloro-4-fluorobenzyl)-3,5-difluoro-8-hydroxy-5,6,7,8-tetra-hydroquinoline-5-carboxamide ClC1=C(CNC(=O)[C@]2(C=3C=C(C=NC3[C@H](CC2)O)F)F)C=CC(=C1)F